ClC1=CC=C(C=N1)C1=NC=C(C=C1)B(O)O 6'-CHLORO-2,3'-BIPYRIDIN-5-YLBORONIC ACID